N[C@@H](C1=CC=CC=C1)CO (S)-(+)-L-phenylglycinol